C(C)(C)(C)OC(=O)N1CCC(CC1)CN1CCC(CC1)N1C[C@@H](CC1)NC1=NC=C(C(=N1)C1=CNC2=CC=CC=C12)Cl (R)-4-((4-(3-((5-chloro-4-(1H-indol-3-yl)pyrimidin-2-yl)amino)pyrrolidin-1-yl)piperidine-1-yl)methyl)piperidine-1-carboxylic acid tert-butyl ester